CNC1=CC(=C(C=C1)N=NC1=CC=CC=C1)C 4-(methylamino)-2-methylazobenzene